C1(CC1)NC=1N=CC2=C(N1)C(=CN(C2)C=2C=C1C=CC=NC1=CC2)C2=CC=C(C=C2)OC(F)F 2-(cyclopropylamino)-8-(4-(difluoromethoxy)phenyl)-6-(quinolin-6-yl)pyrido[4,3-d]pyrimidin